1,2-di(2-aminophenoxy)ethane NC1=C(OCCOC2=C(C=CC=C2)N)C=CC=C1